(1R,3S,4R)-2-((S)-2-((3-chlorophenyl)amino)-3-cyclopropylpropanoyl)-N-((R)-1-cyano-2-((R)-2-oxopiperidin-3-yl)ethyl)-5,5-difluoro-2-azabicyclo[2.2.2]octane-3-carboxamide ClC=1C=C(C=CC1)N[C@H](C(=O)N1[C@H]2CC([C@@H]([C@H]1C(=O)N[C@H](C[C@@H]1C(NCCC1)=O)C#N)CC2)(F)F)CC2CC2